2-(4-chlorophenyl)-4-(4-(dibenzo[b,d]thiophene-4-yl)phenyl)-6-phenyl-1,3,5-triazine ClC1=CC=C(C=C1)C1=NC(=NC(=N1)C1=CC=C(C=C1)C1=CC=CC2=C1SC1=C2C=CC=C1)C1=CC=CC=C1